(E)-3-(4-(6-(((1R,3s,5S)-9-azabicyclo[3.3.1]nonan-3-yl)(methyl)amino)pyridazin-3-yl)-3-hydroxyphenyl)-N-methylacrylamide [C@H]12CC(C[C@H](CCC1)N2)N(C2=CC=C(N=N2)C2=C(C=C(C=C2)/C=C/C(=O)NC)O)C